O[C@]1(C(O[C@@H]([C@H]1O)CO)=O)C (3R,4R,5R)-3,4-dihydroxy-5-(hydroxymethyl)-3-methyloxacyclopentane-2-one